p-(1,1-dimethylpropyl)phenol CC(CC)(C)C1=CC=C(C=C1)O